OC(C=O)CCCC=O 2-HYDROXYHEXANEDIAL